trans-2-cis-6-nonadi-enol C=C\C=C\CC(CCC)O